7-(((R)-2-methylpiperazin-1-yl)methyl)-2-(pent-2-yloxy)imidazo[2,1-f][1,2,4]triazin-4-amine C[C@H]1N(CCNC1)CC1=CN=C2C(=NC(=NN21)OC(C)CCC)N